C(C)O/C=C/C1OC(C(O1)(C)C)(C)C 2-[(E)-2-ethoxyethenyl]-4,4,5,5-tetramethyl-1,3-dioxolane